FC(C=1N=C(OC1C(=O)N1[C@@H](C2=C(CC1)NC=N2)C=2OC1=C(N2)C=C(C=C1)F)C=1N=CN(C1)C)F (S)-(4-(difluoromethyl)-2-(1-methyl-1H-imidazol-4-yl)oxazol-5-yl)(4-(5-fluorobenzo[d]oxazol-2-yl)-6,7-dihydro-1H-imidazo[4,5-c]pyridin-5(4H)-yl)methanone